5-chloro-3-((R)-1-(2,4-dichlorophenyl)ethyl)-7-ethyl-6,7-dihydro-3H-[1,2,3]triazolo[4,5-d]pyrimidine ClC=1NC(C2=C(N1)N(N=N2)[C@H](C)C2=C(C=C(C=C2)Cl)Cl)CC